N-(4-chloro-2-cyano-6-(4-isopropylpiperazin-1-yl)phenyl)-4-(5-((1S,2S)-2-fluorocyclopropyl)-1,2,4-oxadiazol-3-yl)-4-methylpiperidine-1-carboxamide ClC1=CC(=C(C(=C1)N1CCN(CC1)C(C)C)NC(=O)N1CCC(CC1)(C)C1=NOC(=N1)[C@H]1[C@H](C1)F)C#N